n-Propylgallat C(CC)C1=C(C(=O)[O-])C=C(C(=C1O)O)O